C(C)(C)C(=O)C=1C(=NC(=NC1)NC1=CC=C(C(=O)O)C=C1)NC1=C(C=CC=C1)N(S(=O)(=O)C)C 4-((5-(isopropylcarbonyl)-4-((2-(N-methylmethylsulfonamido)phenyl)amino)pyrimidin-2-yl)amino)benzoic acid